ClC1=CC2=C(N=N1)N(C=C2)C2=NC=C(C=N2)F 3-Chloro-7-(5-fluoropyrimidin-2-yl)-7H-pyrrolo[2,3-c]pyridazine